COC(N[C@H](C(=O)NC=1C(N(C=CC1)CC1=CC2=NC=C(C(=C2N1)OCC1=CC=CC=C1)F)=O)CC\C=C\C(=O)N(C)C)=O Methyl-(S,E)-(1-((1-((7-(benzyloxy)-6-fluoro-1H-pyrrolo[3,2-b]pyridin-2-yl)methyl)-2-oxo-1,2-dihydropyridin-3-yl)amino)-7-(dimethylamino)-1,7-dioxohept-5-en-2-yl)carbamat